phenyl 2,6-naphthalenedicarboxylate C1=C(C=CC2=CC(=CC=C12)C(=O)[O-])C(=O)OC1=CC=CC=C1